ClC1=CC2=C(C(=NO2)C2=C(C=CC=C2)[C@H](CC2=NC(=CC=C2F)C#N)N)C=C1 (S)-1-[2-(6-Chlorobenzo[d]isoxazol-3-yl)phenyl]-2-(6-cyano-3-fluoropyridine-2-yl)ethan-1-amine